[Cu+2].OC1=C(C(=O)[O-])C=CC(=C1)O.OC1=C(C(=O)[O-])C=CC(=C1)O 2,4-dihydroxybenzoic acid copper salt